C(#C)C=1SC=C(N1)NC(=O)N1[C@H](CN(CC1)C1=NC=C(C=C1)C1=CC(=CC=C1)N1CCCC1)CO (R)-N-(2-ethynylthiazol-4-yl)-2-(hydroxymethyl)-4-(5-(3-(pyrrolidin-1-yl)phenyl)pyridin-2-yl)piperazine-1-carboxamide